2-(4-(3-amino-6-chloropyridazin-4-yl)piperazin-1-yl)thiazole-4-carboxylic acid NC=1N=NC(=CC1N1CCN(CC1)C=1SC=C(N1)C(=O)O)Cl